C(CCC)[O-].[Zr+4].C(CCC)[O-].C(CCC)[O-].C(CCC)[O-] zirconium (IV) butanolate